NC1=NC(=CC(=N1)NCCCC)CC1=CC=C(C=C1)C(=O)N1CCN(CC1)C 2-Amino-4-(butylamino)-6-(4-(4-methylpiperazine-1-carbonyl)benzyl)pyrimidine